14-(4-phenyl-quinazoline-2-yl)-14H-benzo[c]benzo[4,5]thieno[2,3-a]carbazole C1(=CC=CC=C1)C1=NC(=NC2=CC=CC=C12)N1C=2C=CC=CC2C2=C3C(=C4C(=C12)SC1=C4C=CC=C1)C=CC=C3